trans-1,2-cyclohexanediamine (dihydrogenpyrophosphate) platinum [Pt+2].OP(O)(=O)OP(=O)([O-])[O-].[C@@H]1([C@@H](CCCC1)N)N